COC=1C=C(C[C@@H]2[C@H](C(OC2)=O)CC2=CC(=C(C=C2)O[C@@H]2OC[C@H]([C@@H]([C@@H]2O)O)O)OC)C=CC1OC (3R,4R)-4-(3,4-dimethoxybenzyl)-3-(3-methoxy-4-(((2S,3S,4S,5R)-3,4,5-trihydroxytetrahydro-2H-pyran-2-yl)oxy)benzyl)dihydrofuran-2(3H)-one